S1C(=CC=C1)[C@H](C)O (S)-1-(2-thienyl)ethanol